ClC=1C(=C(C=CC1OCC)C=1CCSC2=C(C1C1=CC=C(C=C1)O[C@@H]1CN(CC1)CCCF)C=CC(=C2)O)F 4-(3-chloro-4-ethoxy-2-fluoro-phenyl)-5-[4-[(3S)-1-(3-fluoropropyl)pyrrolidin-3-yl]oxyphenyl]-2,3-dihydro-1-benzothiepin-8-ol